ClC=1C(=NC(=C(N1)NC1CCOCC1)CC)C(=O)O 3-chloro-6-ethyl-5-((tetrahydro-2H-pyran-4-yl)amino)pyrazine-2-carboxylic acid